S1C(=NC2=C1C=CC=C2)NC(C=CC2=CC=CC=C2)=O N-(benzo[d]thiazol-2-yl)cinnamamide